calcium bis(ethyl 3,5-di-tert-butyl-4-hydroxybenzylphosphonate) CCOP(=O)(CC1=CC(=C(C(=C1)C(C)(C)C)O)C(C)(C)C)[O-].CCOP(=O)(CC1=CC(=C(C(=C1)C(C)(C)C)O)C(C)(C)C)[O-].[Ca+2]